2-Methyl-3-butyne-2-oxytrimethylsilane CC(C)(C#C)O[Si](C)(C)C